(5S)-5-[(3-Hydroxyazetidin-1-yl)carbonyl]-2-{[1-(4-methylphenyl)cyclopropyl]methyl}-5,6,7,8-tetrahydro[1,2,4]triazolo[4,3-a]pyridin-3(2H)-one OC1CN(C1)C(=O)[C@@H]1CCCC=2N1C(N(N2)CC2(CC2)C2=CC=C(C=C2)C)=O